NC(=CC(=O)C1C(C12CCN(CC2)C(=O)OC(C)(C)C)(F)F)C2=C(C=C(C=C2)F)C(F)(F)F Tert-Butyl 2-{3-amino-3-[4-fluoro-2-(trifluoromethyl)phenyl]acryloyl}-1,1-difluoro-6-azaspiro[2.5]octane-6-carboxylate